(((2-chloro-2'-methyl-[1,1'-biphenyl]-3,3'-diyl)bis(oxy))bis(propane-3,1-diyl))bis(4-hydroxypyrrolidine-2-carboxylic acid) ClC1=C(C=CC=C1OCCCN1C(CC(C1)O)C(=O)O)C1=C(C(=CC=C1)OCCCN1C(CC(C1)O)C(=O)O)C